CN(C(OC(C)(C)C)=O)CC1CN(CCC1)C1=CC=C(C=C1)C1=NC(C=2N(C3=C1C(=C(S3)C)C)C(=NN2)C)CC=2OC=CN2 tert-butyl methyl((1-(4-(2,3,9-trimethyl-6-(oxazol-2-ylmethyl)-6H-thieno[3,2-f][1,2,4]triazolo[4,3-a][1,4]diazepin-4-yl)phenyl)piperidin-3-yl)methyl)carbamate